C(C)(C)(C)OC(=O)N[C@@H](CC(=O)OC)C1=CC=C(C=C1)S(=O)(=O)CC methyl (S)-3-(((tert-butoxy)carbonyl)amino)-3-(4-(ethylsulfonyl)phenyl)propionate